C1(CCCCC1)C1=NN2C(NC(=CC2=O)C=2C=C(C(=O)O)C=CC2)=C1C 3-(2-cyclohexyl-3-methyl-7-oxo-4,7-dihydropyrazolo[1,5-a]pyrimidin-5-yl)benzoic acid